4-(1-(7,8-dimethoxy-[1,2,4]triazolo[4,3-a]quinazolin-5-yl)piperidin-4-yl)butanamide COC=1C=C2C(=NC=3N(C2=CC1OC)C=NN3)N3CCC(CC3)CCCC(=O)N